ClC1=CC=C2C(=CNC2=C1F)S(=O)(=O)NC1=NC(=C(C=C1F)OCCOC(F)F)OC 6-Chloro-N-[5-[2-(difluoromethoxy)ethoxy]-3-fluoro-6-methoxypyridin-2-yl]-7-fluoro-1H-indol-3-sulfonamid